C[NH2+]CCC1=CC=CC=C1 Methylphenethylaminium